6-{[(2,4,6-trifluorophenyl)carbonyl]amino}pyridine-2-carboxamide FC1=C(C(=CC(=C1)F)F)C(=O)NC1=CC=CC(=N1)C(=O)N